2-bromo-4-((4-methoxybenzyl)oxy)pyridine BrC1=NC=CC(=C1)OCC1=CC=C(C=C1)OC